CNS(=O)(=O)NC=1C=NC=C(C1)F methyl-[(5-fluoropyridin-3-yl)amino]sulfonamide